BrC=1C=C(C=C2C(C(NC12)=O)(C)C)C(F)(F)F 7-bromo-3,3-dimethyl-5-(trifluoromethyl)indolin-2-one